tert-butyl 2-(6-(2-fluorophenyl)-2-oxo-3-(phenethylamino)pyrazin-1(2H)-yl)acetate FC1=C(C=CC=C1)C1=CN=C(C(N1CC(=O)OC(C)(C)C)=O)NCCC1=CC=CC=C1